diethyl (7R,8R)-7,8-dimethoxy-2,2,14,14-tetramethylpentadecanedioate CO[C@H](CCCCC(C(=O)OCC)(C)C)[C@@H](CCCCCC(C(=O)OCC)(C)C)OC